3-methoxy-5-{2-[2-(7-methylquinoline-8-sulfonamido)phenyl]ethynyl}pyridine-2-carboxylic acid COC=1C(=NC=C(C1)C#CC1=C(C=CC=C1)NS(=O)(=O)C=1C(=CC=C2C=CC=NC12)C)C(=O)O